CC1=CC=C(C=C1)S(=O)(=O)OC[C@H](C)O[C@@H](COS(=O)(=O)C1=CC=C(C)C=C1)C (S)-2-(((R)-1-tosyloxypropan-2-yl)oxy)propyl 4-methylbenzenesulfonate